methyl-diethanolamine Diacrylate C(C=C)(=O)O.C(C=C)(=O)O.CN(CCO)CCO